(2R,3S)-2-(4-(cyclopentylamino)phenyl)-1-((2,6-difluorophenyl)sulfonyl)-N-(4-methyl-3-(trifluoromethyl)phenyl)piperidine-3-carboxamide C1(CCCC1)NC1=CC=C(C=C1)[C@@H]1N(CCC[C@@H]1C(=O)NC1=CC(=C(C=C1)C)C(F)(F)F)S(=O)(=O)C1=C(C=CC=C1F)F